C(CCCC\C=C/C\C=C/C\C=C/CCCCC)O γ-linolenyl alcohol